N[C@@](C)(C1CCC1)C1=NN(C2=CN=CC=C21)C 3-[(1S)-1-amino-1-cyclobutylethyl]-1-methylpyrazolo[3,4-c]pyridine